C1(CC1)COC1CCC(CC1)C1(N=CC2=C(N1)C(=CN=C2N)C2COCC2)N 2-((1R,4R)-4-(cyclopropylmethoxy)cyclohexyl)-8-(tetrahydrofuran-3-yl)pyrido[4,3-d]pyrimidine-2,5-diamine